FC1=C(C=C(C=C1)C(C=1C(=NC=CN1)NCCO)O)C1=NC=NC2=CC(=CC=C12)N1CCOCC1 2-(3-{[4-fluoro-3-(7-morpholin-4-yl-quinazolin-4-yl)-phenyl]hydroxy-methyl}pyrazin-2-yl-amino)ethanol